((6-(2-((4-((1R,5S)-8-azabicyclo[3.2.1]octan-3-yl)phenyl)amino)-6-cyclopropyl-5-fluoro-7H-pyrrolo[2,3-d]pyrimidin-7-yl)pyridin-2-yl)imino)dimethyl-λ6-sulfanone [C@H]12CC(C[C@H](CC1)N2)C2=CC=C(C=C2)NC=2N=CC1=C(N2)N(C(=C1F)C1CC1)C1=CC=CC(=N1)N=S(=O)(C)C